N-(3-(4-(4-((3-hydroxyazetidin-1-yl)methyl)-3-methyl-1H-pyrazol-1-yl)pyrimidin-2-ylamino)-5-methylphenyl)acrylamide OC1CN(C1)CC=1C(=NN(C1)C1=NC(=NC=C1)NC=1C=C(C=C(C1)C)NC(C=C)=O)C